ethyl 4-methyl-2-(3-(methyl carbamoyl)-1H-indazol-6-yl)thiazole-5-carboxylate CC=1N=C(SC1C(=O)OCC)C1=CC=C2C(=NNC2=C1)C(NC)=O